tert-butyl (2S,4S)-4-[tert-butyl(dimethyl)silyl]oxy-2-[methyl(m-tolyl)carbamoyl]pyrrolidine-1-carboxylate [Si](C)(C)(C(C)(C)C)O[C@H]1C[C@H](N(C1)C(=O)OC(C)(C)C)C(N(C=1C=C(C=CC1)C)C)=O